perfluoro-isobutyric acid FC(C(=O)O)(C(F)(F)F)C(F)(F)F